methyl (S)-2-(3-aminoprop-1-yn-1-yl)-4-(4-(2-(4-(4-chlorophenyl)-2,3,9-trimethyl-6H-thieno[3,2-f][1,2,4]triazolo[4,3-a][1,4]diazepin-6-yl)acetyl)piperazin-1-yl)benzoate hydrochloride Cl.NCC#CC1=C(C(=O)OC)C=CC(=C1)N1CCN(CC1)C(C[C@H]1C=2N(C3=C(C(=N1)C1=CC=C(C=C1)Cl)C(=C(S3)C)C)C(=NN2)C)=O